methylbenzotriazole, sodium salt [Na].CC1=CC=CC=2NN=NC21